C(C)(C)(C)C=1C=C2C3(C4=CC=CC=C4C=4C=CC=C(C34)Br)C3=CC(=CC=C3C2=CC1)C(C)(C)C 2',7'-di-tert-Butyl-1-bromospiro-9,9'-bifluorene